cresyl di-2,6-xylenyl phosphate P(=O)(OC1=CC=C(C=C1)C)(OC1=C(C=CC=C1C)C)OC1=C(C=CC=C1C)C